(5-(2-(3,4-dihydro-2,7-naphthyridin-2(1H)-yl)acetamido)-2-methylpyridin-3-yl)-2-(1-methyl-1H-pyrazol-4-yl)pyrazolo[5,1-b]thiazole-7-carboxamide C1N(CCC2=CC=NC=C12)CC(=O)NC=1C=C(C(=NC1)C)C=1N2C(SC1C=1C=NN(C1)C)=C(C=N2)C(=O)N